ClC1=CC(=NC=C1C#N)N1CCN(CC1)C1=CC=C(C=C1)NC(C1=CC=C(C=C1)OC)=O N-(4-(4-(4-Chloro-5-cyanopyridin-2-yl)piperazin-1-yl)phenyl)-4-methoxybenzamid